CN(C)CC(C)(O)C N,N-dimethylamino-2-methyl-2-propanol